2-(1-(1-(tert-butoxycarbonyl)pyrrolidin-3-yl)-3-((tert-butyldimethylsilyl)Oxy)propyl)-4-(4-phenoxyphenyl)-1H-imidazole-5-carboxylic acid methyl ester COC(=O)C1=C(N=C(N1)C(CCO[Si](C)(C)C(C)(C)C)C1CN(CC1)C(=O)OC(C)(C)C)C1=CC=C(C=C1)OC1=CC=CC=C1